C(CCC)C1NS(C2=C(N(C1)C1=CC=C(C=C1)F)C=C(C(=C2)O/C=C/C(=O)O)SCC)(=O)=O (E)-3-((3-butyl-7-(ethylthio)-5-(4-fluorophenyl)-1,1-dioxido-2,3,4,5-tetrahydro-1,2,5-benzothiadiazepin-8-yl)oxy)acrylic acid